4,4'-dipropoxybenzophenone C(CC)OC1=CC=C(C(=O)C2=CC=C(C=C2)OCCC)C=C1